Methyl-ethyl-cyclohexanone ethyl-formate C(C)OC=O.CC1(C(CCCC1)=O)CC